(2-hydroxy)benzaldehyde OC1=C(C=O)C=CC=C1